C[C@H]1N(CCN(C1=O)C)CCOC1=CC=C(C=N1)C1=NC2=CC=C(C=C2C=C1)C=1C2=C(C(N(C1)C)=O)NC=C2 (R)-4-{2-[6-(2-(2,4-dimethyl-3-oxopiperazin-1-yl)ethoxy)pyridin-3-yl]quinolin-6-yl}-6-methyl-1,6-dihydro-7H-pyrrolo[2,3-c]pyridin-7-one